NC1=C2CN(CC2=CC=C1)C(=O)C1=C(C=C(C(=C1OCC1=CC=CC=C1)C)C1=C(C=CC(=C1)C)S(=O)(=O)O)C1=C(C=CC(=C1)C)S(=O)(=O)O 4-(4-aminoisoindoline-2-carbonyl)-5-(benzyloxy)-6-methyl-1,3-phenylenebis(4-methylbenzenesulfonic acid)